CN(CCN1NC2=CC(=C(C=C2C1)OC1=C(C=CC=C1C)C)C=1C2=C(C(N(C1)C)=O)NC(=C2)C(=O)NCC)C 4-(2-(2-(dimethylamino)ethyl)-5-(2,6-dimethylphenoxy)-1H-indazol-6-yl)-N-ethyl-6-methyl-7-oxo-6,7-dihydro-1H-pyrrolo[2,3-c]pyridine-2-carboxamide